C1(CCCC1)C1=C(C=NC=2N1N=CC2)NC(=O)NC=2C=C(C(=NC2)C=2N=NN(C2)CCCCOCC(=O)O)C (4-{4-[5-({[(7-Cyclopentylpyrazolo[1,5-a]pyrimidin-6-yl)amino]carbonyl}amino)-3-methylpyridin-2-yl]-1H-1,2,3-triazol-1-yl}butoxy)acetic acid